ClC=1C(=C(C(=O)O)C=CC1)F 3-Chlorofluoro-benzoic acid